C(C1=CC=CC=C1)S(=O)(=O)C=1C=CC(=C(C1)N=NC1=C(C(=CC2=CC=CC=C12)C(=O)NC1=CC=CC=C1)O)OC 4-((5-benzylsulfonyl-2-methoxyphenyl)azo)-3-hydroxy-N-phenylnaphthalene-2-carboxamide